CS(=NC(C1=CC=C(C=C1)COC1=C(C=C(C=C1)CN1CC2=CC=CC=C2C1)S(=O)(=O)C)=O)(=O)C N-(Dimethyl(oxo)-λ6-sulfaneylidene)-4-((4-(isoindolin-2-ylmethyl)-2-(methyl-sulfonyl)phenoxy)methyl)benzamide